hexa(tridecyl)-1,1,3-tris(2-methyl-5-tert-butyl-4-hydroxyphenyl)butane triphosphonite P(O)OP(O)OPO.C(CCCCCCCCCCCC)C(C(C(C(C1=C(C=C(C(=C1)C(C)(C)C)O)C)(C1=C(C=C(C(=C1)C(C)(C)C)O)C)CCCCCCCCCCCCC)(CCCCCCCCCCCCC)CCCCCCCCCCCCC)(C1=C(C=C(C(=C1)C(C)(C)C)O)C)CCCCCCCCCCCCC)CCCCCCCCCCCCC